4-amino-3-methyl-N-(spiro[2.5]octan-1-yl)-N-((5-(trifluoromethyl)pyridin-2-yl)methyl)-1,3-dihydrofuro[3,4-c]quinoline-8-carboxamide NC1=NC=2C=CC(=CC2C2=C1C(OC2)C)C(=O)N(CC2=NC=C(C=C2)C(F)(F)F)C2CC21CCCCC1